[Sn].[Ti].N(=[N+]=[N-])[C@@H](C=C)[C@@H]1OC1 |o1:5,8| (S*)-2-((S*)-1-azidoallyl)oxirane titanium tin